(3-methoxy-4-(methoxycarbonyl)phenyl)boronic acid COC=1C=C(C=CC1C(=O)OC)B(O)O